(R)-1-(2-chloropyridin-3-yl)ethyl (4-(5-((1R,5R)-3-oxabicyclo[3.1.0]hexane-6-carboxamido)pyridin-2-yl)-1-methyl-1H-1,2,3-triazol-5-yl)carbamate [C@H]12COC[C@H]2C1C(=O)NC=1C=CC(=NC1)C=1N=NN(C1NC(O[C@H](C)C=1C(=NC=CC1)Cl)=O)C